4-(2-methylphenyl)-2-butanone CC1=C(C=CC=C1)CCC(C)=O